FC1=C(C(=C(C(=C1[B-](C1=C(C(=C(C(=C1F)F)F)F)F)(C1=C(C(=C(C(=C1F)F)F)F)F)C1=C(C(=C(C(=C1F)F)F)F)F)F)F)F)F.C[NH+](C)CC1=CC=CC=C1 N,N-dimethylbenzyl-ammonium tetrakis(pentafluorophenyl)borate